(Tetraethyl) ortho-silicate [Si](OCC)(OCC)(OCC)OCC